FC=1C=CC=C2CCC(C12)NC(\C=C\C1=CC=C2C=NNC2=C1)=O (E)-N-(7-fluoro-2,3-dihydro-1H-inden-1-yl)-3-(1H-indazol-6-yl)acrylamide